C(C1=CC=CC=C1)O[C@@H](C(=O)N1CCN(CC1)C(C1=CC=CC=C1)(C1=CC=CC=C1)C1=CC=CC=C1)[C@H]([C@@H]([C@@]([C@@H](C)O)(O)COCC1=CC=CC=C1)OCC1=CC=CC=C1)OCC1=CC=CC=C1 (2R,3S,4S,5R,6R)-2,3,4-tribenzyloxy-5-(benzyloxymethyl)-5,6-dihydroxy-1-(4-triphenylmethylpiperazin-1-yl)heptan-1-one